OC[C@H](C1=CC=CC=C1)NC(=O)[C@H]1CN(CC[C@@H]1NC(=O)C1=NOC(=C1)C1=C(C=C(C=C1)F)F)C1CCCCC1 (3S,4S)-1-cyclohexyl-4-{[5-(2,4-difluoro-phenyl)-isoxazole-3-carbonyl]-amino}-piperidine-3-carboxylic acid ((S)-2-hydroxy-1-phenyl-ethyl)-amide